2-(6-(cyclopropanesulfonylamino)pyrazin-2-yl)-N-(5-(6-ethoxypyrazin-2-yl)pyridin-2-yl)-4-methoxy-2-methylbutanamide C1(CC1)S(=O)(=O)NC1=CN=CC(=N1)C(C(=O)NC1=NC=C(C=C1)C1=NC(=CN=C1)OCC)(CCOC)C